Cl.O1C=COC(=C1)N dioxin-5-amine HCl